C1(CC1)C=1SC(=C(N1)C1=CC=CC=C1)OC1=CC(=NC=C1)NC=1C=C(C=CC1)CC(C)O (3-((4-((2-cyclopropyl-4-phenylthiazol-5-yl)oxy)pyridin-2-yl)amino)phenyl)propan-2-ol